(-)-2,3-bis(tert-butyl-methylphosphono)quinoxaline C(C)(C)(C)OP(=O)(OC)C1=NC2=CC=CC=C2N=C1P(=O)(OC)OC(C)(C)C